3-[(2S,5S)-5-{[(tert-butyl)bis(phenyl)siloxy]methyl}-2-isopropyl-1-methyl-3-oxo-1,2,5,6-tetrahydro-1,4-benzodiazocin-9-yl]propyl 2-methyl-2-propanecarbamate CC(C)(C)NC(=O)OCCCC1=CC2=C(C[C@H](NC([C@@H](N2C)C(C)C)=O)CO[Si](C2=CC=CC=C2)(C2=CC=CC=C2)C(C)(C)C)C=C1